(1r,2'S,4S)-2'-{(2R)-3-[(1,3-benzothiazol-7-yl)oxy]-2-methylpropyl}-4-(3-chloroanilino)-2',3'-dihydrospiro[cyclohexane-1,1'-indene]-4-carboxylic acid S1C=NC2=C1C(=CC=C2)OC[C@@H](C[C@@H]2C1(C3=CC=CC=C3C2)CCC(CC1)(C(=O)O)NC1=CC(=CC=C1)Cl)C